FC(OC1=C(SC=C1C#C)CNCC[C@]1(CCOC2(CCCC2)C1)C1=NC=CC=C1)F (R)-N-((3-(difluoromethoxy)-4-ethynylthiophen-2-yl)methyl)-2-(9-(pyridin-2-yl)-6-oxaspiro[4.5]decan-9-yl)ethylamine